C(=C)C1=C(C)C=CC=C1 o-vinyltoluene